C(C)(C)(C)OC(=O)N1N=CC=C1CN1CCC2(CC(C2)C#CC2=CC=C(C=C2)C2=CC(=NO2)CN2C(=NC=C2)[C@H](C)O)CC1 (S)-5-((2-((4-(3-((2-(1-hydroxyethyl)-1H-imidazol-1-yl)methyl)isoxazol-5-yl)phenyl)ethynyl)-7-azaspiro[3.5]non-7-yl)methyl)-1H-pyrazole-1-carboxylic acid tert-butyl ester